C(C1=CC=CC=C1)CCCC[N+](CCCC)(CCCC)CCCC benzyl-tetrabutyl-ammonium